C(C)(C)(C)C1=CC=C(CN2C=CC3=C(C=CC(=C23)C(=O)NC2CC3(CCC3)C2)C#N)C=C1 (Ra)-6-(1-(4-(tert-butyl)benzyl)-4-cyano-1H-indole-7-carboxamido)spiro[3.3]heptane